The molecule is a methyl-branched fatty acid that is octadecanoic (stearic) acid bearing a methyl substituent at position 12. It is a methyl-branched fatty acid, a long-chain fatty acid and a branched-chain saturated fatty acid. It derives from an octadecanoic acid. It is a conjugate acid of a 12-methyloctadecanoate. CCCCCCC(C)CCCCCCCCCCC(=O)O